(2S)-3-[3-(Dihydroxyboranyl)phenyl]-2-[(3R)-pyrrolidin-3-yl]propanoic acid hydrochloride Cl.OB(C=1C=C(C=CC1)C[C@H](C(=O)O)[C@@H]1CNCC1)O